ClC=1C=C(CN2CCN(CC2)C(CC(=O)O)CCC)C=CC1Cl 3-(4-(3,4-dichlorobenzyl)piperazin-1-yl)hexanoic acid